5-(2-chloro-5-fluoropyrimidin-4-yl)-N,N-diethylbenzothiazol-2-amine ClC1=NC=C(C(=N1)C=1C=CC2=C(N=C(S2)N(CC)CC)C1)F